(2R,5S)-1-(bis(4-fluorophenyl)methyl)-2,5-dimethylpiperazine hydrochloride Cl.FC1=CC=C(C=C1)C(N1[C@@H](CN[C@H](C1)C)C)C1=CC=C(C=C1)F